1-((3S,4S)-1-([1,1'-biphenyl]-4-ylmethyl)-4-(cyanomethyl)-3-fluoropiperidin-4-yl)-3-(cyclopropanecarboxamido)-1H-pyrazole-4-carboxamide C1(=CC=C(C=C1)CN1C[C@@H]([C@](CC1)(CC#N)N1N=C(C(=C1)C(=O)N)NC(=O)C1CC1)F)C1=CC=CC=C1